FC(/C(=C/C(=O)OCC)/C)(F)F ethyl (E)-4,4,4-trifluoro-3-methyl-but-2-enoate